[C@@H]1([C@H](O)[C@@H](O)[C@H](O)[C@H](O1)CO)C1=CC(=C(C=C1)C)CC=1SC(=CC1)C1=CC=C(C=C1)C#N 1-(β-D-glucopyranosyl)-4-methyl-3-[5-(4-cyano-phenyl)-2-thienylmethyl]benzene